2'-bromo-3',5'-dimethylspiro[cyclopropane-1,6'-thieno[2,3-c]pyrrol]-4'(5'H)-one BrC1=C(C2=C(C3(N(C2=O)C)CC3)S1)C